OC1=C(C=C(C=C1)O)C1C=C(C(O1)=O)CCC=C(C)C 5-(2,5-dihydroxyphenyl)-3-(4-methyl-n-pentan-3-en-1-yl)furan-2(5H)-one